tris(diethylamide) (pyrazolate) titanium [Ti+4].N1N=C(C=C1)C(=O)[O-].C(C)[N-]CC.C(C)[N-]CC.C(C)[N-]CC